6-(5-(1,3,5-trimethyl-1H-pyrazol-4-yl)-1H-pyrrolo[2,3-b]pyridin-3-yl)spiro[indene-1,4'-piperidin]-3(2H)-one CN1N=C(C(=C1C)C=1C=C2C(=NC1)NC=C2C2=CC=C1C(CC3(CCNCC3)C1=C2)=O)C